2-(bromomethyl)-1-(4-methoxyphenyl)prop-2-en-1-one BrCC(C(=O)C1=CC=C(C=C1)OC)=C